2-chloro-9-ethyl-6-(pyridin-4-yl)-9H-purine ClC1=NC(=C2N=CN(C2=N1)CC)C1=CC=NC=C1